4-(Bis(4-fluorophenyl)methyl)-2-carbamoylpiperazine-1-carboxylic acid tert-butyl ester C(C)(C)(C)OC(=O)N1C(CN(CC1)C(C1=CC=C(C=C1)F)C1=CC=C(C=C1)F)C(N)=O